2,6-dimethyl-7-octenol CC(CO)CCCC(C=C)C